C(#N)[C@@H]1CN(CC[C@@H]1NC(=O)C1=CC(=CC=2N(C=NC21)CC(F)(F)F)C#CCNC=2C(OC)=CC=C(C2)S(=O)(=O)C)C N-[(3R,4S)-3-cyano-1-methyl-4-piperidyl]-6-[3-(4-mesyl-2-anisidino)-1-propynyl]-1-(2,2,2-trifluoroethyl)-1H-1,3-benzimidazole-4-carboxamide